2-(2,6-dioxopiperidin-3-yl)-5-((4-(2-methoxyphenyl)piperazin-1-yl)methyl)isoindoline-1,3-dione O=C1NC(CCC1N1C(C2=CC=C(C=C2C1=O)CN1CCN(CC1)C1=C(C=CC=C1)OC)=O)=O